C(=O)[C@H]1CN(CCO1)C(=O)OC(C)(C)C tert-butyl (2R)-2-formylmorpholine-4-carboxylate